2-[(2S)-4-[2-[[(2S)-1-(4-aminobutyl)pyrrolidin-2-yl]methoxy]-7-(8-chloro-1-naphthyl)-6,8-dihydro-5H-pyrido[3,4-d]pyrimidin-4-yl]-1-prop-2-enoyl-piperazin-2-yl]acetonitrile NCCCCN1[C@@H](CCC1)COC=1N=C(C2=C(N1)CN(CC2)C2=CC=CC1=CC=CC(=C21)Cl)N2C[C@@H](N(CC2)C(C=C)=O)CC#N